calcium perchlorate, hydrate O.Cl(=O)(=O)(=O)[O-].[Ca+2].Cl(=O)(=O)(=O)[O-]